CO[C@@H]1[C@H](COC1)OC1=NN(C=C1NC=O)C N-(3-(((3S,4S)-4-methoxytetrahydrofuran-3-yl)oxy)-1-methyl-1H-pyrazol-4-yl)formamide